CC1=C(C(=O)N[C@H](C)C2=CC(=NC3=CC=CC=C23)C=2C=NN(C2)C)C=CC(=C1)CC(NC=1SC=CN1)=O (R)-2-methyl-N-(1-(2-(1-methyl-1H-pyrazol-4-yl)quinolin-4-yl)ethyl)-4-(2-oxo-2-(thiazol-2-ylamino)ethyl)benzamide